(2R,3S,4S)-4-hydroxy-2-[(4-methoxyphenyl)methyl]pyrrolidin-3-yl N-(pyridazin-3-ylmethyl)carbamate N1=NC(=CC=C1)CNC(O[C@H]1[C@H](NC[C@@H]1O)CC1=CC=C(C=C1)OC)=O